N-(5-(4-cyano-6-methylpyrimidin-2-yl)-4-((2-(1,1-difluoroethyl)-6-methylpyrimidin-4-yl)amino)pyridin-2-yl)acetamide C(#N)C1=NC(=NC(=C1)C)C=1C(=CC(=NC1)NC(C)=O)NC1=NC(=NC(=C1)C)C(C)(F)F